C(C)OC(\C(=N/NC1=C(C=C(C=C1)F)F)\N)=O (2E)-2-amino-2-[(2,4-difluorophenyl)hydrazono]acetic acid ethyl ester